N-methyl-3-(triethoxysilyl)propylamine CNCCC[Si](OCC)(OCC)OCC